C1(CC1)N=S1CCN(CC2=C1C=CC=C2)C2=NC1=CC=C(C=C1C(=N2)NC[C@H]2NC[C@@H](C2)F)C 1-(Cyclopropylimino)-4-(4-((((2S,4R)-4-fluoropyrrolidin-2-yl)methyl)amino)-6-methylquinazolin-2-yl)-2,3,4,5-tetrahydro-benzo[f][1,4]thiazepine